NC=1C2=C(N=CN1)C(=CS2)C(=O)NC2=C1C=CN=C(C1=CC=C2C)C(C2=CC(=CC=C2)C(F)(F)F)O 4-amino-N-(1-(hydroxy(3-(trifluoromethyl)phenyl)methyl)-6-methylisoquinolin-5-yl)thieno[3,2-d]pyrimidine-7-carboxamide